C(N)(=S)OC(=O)C12CC(C1)C2 carbamothioylbicyclo-[1.1.1]pentane-1-carboxylate